C(C)/C(/CO)=C\C[C@@H]1C(C(=CC1)C)(C)C.[P].[Mo].[Ni] nickel-molybdenum phosphorus (-)-(2E)-2-ethyl-4-[(1R)-2,2,3-trimethyl-3-cyclopenten-1-yl]-2-buten-1-ol